3,10-bis[N-(9-phenyl-9H-carbazole-2-yl)-N-phenylamino]naphtho[2,3-b:6,7-b']bis-benzofuran C1(=CC=CC=C1)N1C2=CC=CC=C2C=2C=CC(=CC12)N(C1=CC=CC=C1)C1=CC2=C(C3=C(O2)C=C2C=C4C(OC5=C4C=CC(=C5)N(C5=CC=4N(C6=CC=CC=C6C4C=C5)C5=CC=CC=C5)C5=CC=CC=C5)=CC2=C3)C=C1